(R)-benzyl 2-(((benzyloxy)carbonyl)amino)-3-(3-(5-ethyl-2-methyloxazol-4-yl)-5-fluorobenzamido)propanoate C(C1=CC=CC=C1)OC(=O)N[C@@H](C(=O)OCC1=CC=CC=C1)CNC(C1=CC(=CC(=C1)F)C=1N=C(OC1CC)C)=O